ClC=1C(=C(C=CC1)[C@]1(CN(C(C2=CN=C(C(=C12)F)NC1CN(C1)C(=O)C=1N=NC=CC1)=O)C1=NC=C(C=C1)CO)C)F (4R)-4-(3-chloro-2-fluorophenyl)-5-fluoro-2-[5-(hydroxymethyl)pyridin-2-yl]-4-methyl-6-{[1-(pyridazine-3-carbonyl)azetidin-3-yl]amino}-3,4-dihydro-2,7-naphthyridin-1(2H)-one